2-(2-bromophenyl)acetic acid BrC1=C(C=CC=C1)CC(=O)O